2-(N-[4-amino-5-(4-methylbenzoyl)thiazol-2-yl]-4-fluoro-anilino)acetamide NC=1N=C(SC1C(C1=CC=C(C=C1)C)=O)N(C1=CC=C(C=C1)F)CC(=O)N